O=C1N(C=CC(N1)=O)CC1=CC=C(C(=O)OC(C)(C)C)C=C1 tert-butyl 4-((2,4-dioxo-3,4-dihydropyrimidin-1(2H)-yl)methyl)benzoate